6-Bromo-N-(3-methoxy-5-(1H-1,2,4-triazol-1-yl)phenyl)quinolin-4-amine BrC=1C=C2C(=CC=NC2=CC1)NC1=CC(=CC(=C1)N1N=CN=C1)OC